(S)-2-((2-(4-((tert-Butoxycarbonyl)amino)-2,6-difluorophenyl)-7-chloro-6-fluoroimidazo[1,2-a]pyridin-3-yl)methyl)morpholine-4-carboxylic acid methyl ester COC(=O)N1C[C@@H](OCC1)CC1=C(N=C2N1C=C(C(=C2)Cl)F)C2=C(C=C(C=C2F)NC(=O)OC(C)(C)C)F